N1=CC(=CC=C1)C1=C2C(=NC=C1)NC(=C2)CCNC(OC(C)(C)C)=O tert-butyl (2-(4-(pyridin-3-yl)-1H-pyrrolo[2,3-b]pyridin-2-yl)ethyl)carbamate